FC(C(=O)O)(F)F.FC(C(=O)O)(F)F.C1NCC2=C(C=CC=C12)N(C(C=C)=O)CCC1CN(CC1)C N-(Isoindolin-4-yl)-N-(2-(1-methylpyrrolidin-3-yl)ethyl)acrylamide bis(2,2,2-trifluoroacetate)